3-(chloromethyl)-2-(ethylsulfanyl)-4-methylpyridine ClCC=1C(=NC=CC1C)SCC